2,6-dimethoxy-4-[5-[1-(1-methylazetidin-3-yl)pyrazol-4-yl]benzimidazol-1-yl]-N-(2,2,2-trifluoroethyl)benzamide COC1=C(C(=O)NCC(F)(F)F)C(=CC(=C1)N1C=NC2=C1C=CC(=C2)C=2C=NN(C2)C2CN(C2)C)OC